ClC=1C(=C(C(=O)NC=2C(=NC(=CC2)OC)C)C(=CC1)NC1=C(C=C(C=C1)F)C)C 3-chloro-6-((4-fluoro-2-methylphenyl)-amino)-N-(6-methoxy-2-methylpyridin-3-yl)-2-methylbenzamide